phenyl tertiary butyl carbonate C(OC1=CC=CC=C1)(OC(C)(C)C)=O